7-amino-N-(2-(2,6-dioxopiperidin-3-yl)-1,3-dioxoisoindolin-4-yl)heptanamide NCCCCCCC(=O)NC1=C2C(N(C(C2=CC=C1)=O)C1C(NC(CC1)=O)=O)=O